FC(C1=CC=C(C=C1)C(CCC(CNC(OC(C)(C)C)=O)C)=O)F tert-Butyl N-[5-[4-(difluoromethyl)phenyl]-2-methyl-5-oxo-pentyl]carbamate